(3R)-4-(7-(3,5-dimethylisoxazol-4-yl)-3-(3-methyl-1-(tetrahydro-2H-pyran-2-yl)-1H-pyrazol-5-yl)isothiazolo[4,5-b]pyridin-5-yl)-3-methylmorpholine CC1=NOC(=C1C1=C2C(=NC(=C1)N1[C@@H](COCC1)C)C(=NS2)C2=CC(=NN2C2OCCCC2)C)C